(S)-N-(4-bromophenyl)-1-(3-fluoropropyl)pyrrolidin-3-amine BrC1=CC=C(C=C1)N[C@@H]1CN(CC1)CCCF